BrC1=CC=C(C=C1)C(C(=O)N)C(=O)N (4-bromophenyl)malonamide